carbamic acid (1S,4E)-cycloocta-4-en-1-yl ester [C@H]1(CC\C=C\CCC1)OC(N)=O